N,N'-Bis(3-amino-1-ethylpropyl)-2-methyl-1,5-pentanediamine NCCC(CC)NCC(CCCNC(CCN)CC)C